ClC(OC1=CC=C(C=C1)NC(C1=CN=C(C(=C1)NC(=S)NC=1C=NC=CC1)N1C[C@@H](CC1)O)=O)(F)F (R)-N-(4-(chlorodifluoromethoxy)phenyl)-6-(3-hydroxypyrrolidin-1-yl)-5-(3-(pyridin-3-yl)thioureido)nicotinamide